FC1=CC=C(C(=N1)C)N1C(=NC=2C1=NC(=CC2)C2=CC=CC=C2)C=2C(=NC=CC2)N 3-[3-(6-fluoro-2-methyl-3-pyridyl)-5-phenyl-imidazo[4,5-b]pyridin-2-yl]pyridin-2-amine